ClC1=NC=CC2=C1C(=CN2)C=O 4-CHLORO-1H-PYRROLO[3,2-C]PYRIDINE-3-CARBALDEHYDE